6-(3,4-dimethylphenyl)-N-(1,1-dioxido-2,3-dihydrothiophen-3-yl)-2-thioxo-1,2-dihydropyridine-3-carboxamide CC=1C=C(C=CC1C)C1=CC=C(C(N1)=S)C(=O)NC1CS(C=C1)(=O)=O